C(C)(C)(C)OC(=O)N1CC2(C1)CN(CC2)C(=O)C=2C=C1CN(C(C1=CC2)=O)C2C(NC(CC2)=O)=O.BrC=2C=NC(=NC2)C(C)=O (5-bromopyrimidin-2-yl)ethan-1-one tert-butyl-6-(2-(2,6-dioxopiperidin-3-yl)-1-oxoisoindoline-5-carbonyl)-2,6-diazaspiro[3.4]octane-2-carboxylate